C(C)OC=1C=CC(=C(C=O)C1)O 5-ETHOXY-2-HYDROXY-BENZALDEHYDE